N1(CCCCC1)C(=O)C1=CC=C(C=C1)B(O)O 4-(PIPERIDINE-1-CARBONYL)PHENYLBORONIC ACID